ClC=1C=C(C(=NC1)OC1=CC=C(C=C1)N1N=NC(=C1)CC(CC(=O)OCC)=O)F ethyl 4-(1-(4-((5-chloro-3-fluoropyridin-2-yl) oxy) phenyl)-1H-1,2,3-triazol-4-yl)-3-oxobutyrate